COC(=O)C=1C=CC2=C(N(C(=N2)CN2CCC(CC2)OC2=NC(=CC=C2)COC2=C(C=C(C=C2)C#N)F)C)C1 2-((4-((6-((4-cyano-2-fluorophenoxy)methyl)pyridin-2-yl)oxy)piperidin-1-yl)methyl)-1-Methyl-1H-benzo[d]imidazole-6-carboxylic acid methyl ester